5-[[2-chloro-4-[[5-(2,3-difluoro-4-methoxy-phenyl)-1-methyl-imidazole-2-carbonyl]amino]benzoyl]amino]pentyl-trimethyl-ammonium Natrium kalium [K+].[Na+].ClC1=C(C(=O)NCCCCC[N+](C)(C)C)C=CC(=C1)NC(=O)C=1N(C(=CN1)C1=C(C(=C(C=C1)OC)F)F)C